C(C)C1=CC=C(C=N1)C=1NC(=NN1)SC(C(=O)C1=CC(=CC=C1)F)C 2-{[5-(6-ethylpyridin-3-yl)-4H-1,2,4-triazol-3-yl]sulfanyl}-1-(3-fluorophenyl)propan-1-on